CS(=O)(=O)OCC1=NN(C(=C1)C(=O)OC)COCC[Si](C)(C)C methyl 3-(((methylsulfonyl) oxy) methyl)-1-((2-(trimethylsilyl) ethoxy) methyl)-1H-pyrazole-5-carboxylate